ClC1=CC(=C(C=C1Cl)C(C1CCN(CC1)C(=O)[C@H]1CN(CC1)C(=O)OC(C)(C)C)NS(=O)C(C)(C)C)O (3R)-tert-butyl 3-(4-((4,5-dichloro-2-hydroxyphenyl)(1,1-dimethylethylsulfinamido)methyl)piperidine-1-carbonyl)pyrrolidine-1-carboxylate